3-methyl-N,5-diphenylpentanamide CC(CC(=O)NC1=CC=CC=C1)CCC1=CC=CC=C1